tert-butyl (3S,5S)-5-((6-chloropyrazin-2-yl)oxy)-3-methylazepane-1-carboxylate ClC1=CN=CC(=N1)O[C@H]1C[C@@H](CN(CC1)C(=O)OC(C)(C)C)C